C[C@](N)(CC1=CC=C(C=C1)OC1=CC=C(C=C1)O)C(=O)O D-alpha-methylthyronine